C(C(=C)C)(=O)CCOC(C=1C(C(=O)O)=CC=CC1)=O phthalic acid mono(2-methacryloylethyl) ester